CC1=C(C=C(C(=O)NCC2=NC=C3C=CC(=NC3=C2)N2CCC(CC2)C2=CC=NC=C2)C=C1)S(=O)(=O)C 4-methyl-3-(methylsulfonyl)-N-((2-(4-(pyridin-4-yl)piperidin-1-yl)-1,6-naphthyridin-7-yl)methyl)benzamide